O=C1NC(CCC1N1C(C2=CC=CC(=C2C1=O)NCCN1CCNCC1)=O)=O 2-(2,6-dioxopiperidin-3-yl)-4-{[2-(piperazin-1-yl)ethyl]amino}isoindoline-1,3-dione